FC1(CC2(CN(C2)C2=CC=CC=N2)C1)F 6-(6,6-difluoro-2-azaspiro[3.3]heptan-2-yl)pyridin